The molecule is a lipid A oxoanion arising from deprotonation of the phosphate OH groups and protonation of the amino groups of lipid A 1,4'-bis(2-aminoethyl diphosphate); major species at pH 7.3. It is a conjugate base of a lipid A 1,4'-bis(2-aminoethyl diphosphate). CCCCCCCCCCCCCC(=O)O[C@H](CCCCCCCCCCC)CC(=O)O[C@@H]1[C@H]([C@@H](O[C@@H]([C@H]1OP(=O)([O-])OP(=O)([O-])OCC[NH3+])CO)OC[C@@H]2[C@H]([C@@H]([C@H]([C@H](O2)OP(=O)([O-])OP(=O)([O-])OCC[NH3+])NC(=O)C[C@@H](CCCCCCCCCCC)O)OC(=O)C[C@@H](CCCCCCCCCCC)O)O)NC(=O)C[C@@H](CCCCCCCCCCC)OC(=O)CCCCCCCCCCC